4-(2-((2-cyclopropyl-5-(piperazin-1-yl)pentyl)oxy)-5-(2-hydroxypropan-2-yl)phenyl)-6-methyl-1-tosyl-1,6-dihydro-7H-pyrrolo[2,3-c]pyridin-7-one C1(CC1)C(COC1=C(C=C(C=C1)C(C)(C)O)C=1C2=C(C(N(C1)C)=O)N(C=C2)S(=O)(=O)C2=CC=C(C)C=C2)CCCN2CCNCC2